methyl 7-[5-chloro-2-[2-[4'-oxo-2'-(trifluoromethyl)spiro[1,3-dioxolane-2,6'-7,8-dihydro-5H-quinazoline]-3'-yl]ethoxy]phenyl]-5-methyl-thieno[3,2-b]pyridine-3-carboxylate ClC=1C=CC(=C(C1)C1=C2C(=NC(=C1)C)C(=CS2)C(=O)OC)OCCN2C(=NC=1CCC3(CC1C2=O)OCCO3)C(F)(F)F